NCC=1C(=C(C=CC1)C1=CC(=CC=2C(=C(OC21)[2H])[2H])[C@@H]2CN(C1=C(O2)C(=CC=C1)CC(=O)O)C)F (R)-2-(2-(7-(3-(aminomethyl)-2-fluorophenyl)benzofuran-5-yl-2,3-d2)-4-methyl-3,4-dihydro-2H-benzo[b][1,4]oxazin-8-yl)acetic acid